ClC=1C=C(C=C(C1)Cl)[C@@H](CC(=O)O)N(C(=O)C=1C=NN(C1)CCC1=NC=2NCCCC2C=C1)C (R)-3-(3,5-dichlorophenyl)-3-(N-methyl-1-(2-(5,6,7,8-tetrahydro-1,8-naphthyridin-2-yl)ethyl)-1H-pyrazole-4-carboxamido)propionic acid